(6-amino-2-(dimethylamino)-5-(3-hydroxy-2,6-dimethylphenyl)-5H-pyrrolo[2,3-b]pyrazin-7-yl)(1H-indol-2-yl)methanone NC1=C(C=2C(=NC=C(N2)N(C)C)N1C1=C(C(=CC=C1C)O)C)C(=O)C=1NC2=CC=CC=C2C1